2-hydroxy-2,3-dihydrospiro[indene-1,4'-piperidine]-1'-Carboxylic acid tert-butyl ester C(C)(C)(C)OC(=O)N1CCC2(CC1)C(CC1=CC=CC=C12)O